C(C)(C)N1CCN(CC1)C1=CC=C(C=C1)C1=C(CCCC2=C1C=CC(=C2)OC)C2=CC=CC=C2 1-Isopropyl-4-(4-(3-methoxy-8-phenyl-6,7-dihydro-5H-benzo[7]annulen-9-yl)phenyl)piperazine